tert-butyl 7-bromo-3-(2-methoxy-4,6-dimethyl-phenyl)pyrrolo[3,2-c]pyridazine-5-carboxylate BrC1=CN(C2=C1N=NC(=C2)C2=C(C=C(C=C2C)C)OC)C(=O)OC(C)(C)C